FC1=C(C(=CC=C1)F)CN1C=NN(C1=O)C1=CC(=C(C=C1)CN1C(=NC(=C1C)C(=O)O)C)F 1-[(4-{4-[(2,6-difluorophenyl)methyl]-5-oxo-1,2,4-triazol-1-yl}-2-fluorophenyl)methyl]-2,5-dimethylimidazole-4-carboxylic acid